NC=1C(=NC(=CC1)C(F)(F)F)CNCC(=O)OCC1=CC=CC=C1 benzyl 2-({[3-amino-6-(trifluoromethyl)pyridin-2-yl]methyl}amino)acetate